FC(C1=CC=C(OC2=C(C=C(C=C2)S(=O)(=O)NC)B2OC(C(O2)(C)C)(C)C)C=C1)F 4-(4-(difluoromethyl)phenoxy)-N-methyl-3-(4,4,5,5-tetramethyl-1,3,2-dioxaborolan-2-yl)benzenesulfonamide